C(C1=CC=CC=C1)OC1=NC(=CC=C1C1=CC(=C(C=C1F)N1CCC2(OCCO2)CC1)F)OCC1=CC=CC=C1 8-(4-(2,6-bis(benzyloxy)pyridin-3-yl)-2,5-difluorophenyl)-1,4-dioxa-8-azaspiro[4.5]decane